C(#N)C1=CC=C(C=C1)C1=CN=C2N1C=C(C=C2)C2=CC=C(C(=O)N1CCC(CC1)CNC(OC(C)(C)C)=O)C=C2 tert-butyl (1-(4-(3-(4-cyanophenyl)imidazo[1,2-a]pyridin-6-yl)benzoyl)piperidin-4-yl)methylcarbamate